COC1=C(C=CC=C1)C1=CC(=CC=C1)S(=O)(=O)NC1=C(C=CC=C1)C#CC=1C=CC=NC1 5-[2-(2-{2'-Methoxy-[1,1'-biphenyl]-3-sulfonamido}phenyl)ethynyl]pyridin